NC1=C(C(=O)NC2C(NC(CC2)=O)=O)C=C(C=C1)OC 2-amino-N-(2,6-dioxopiperidin-3-yl)-5-methoxybenzamide